C(C1=CC=CC=C1)OC(=O)N[C@H](C=1N=C2N(N=CC=C2)C1)C1CCC(CC1)(F)F 2-[(S)-benzyloxycarbonylamino(4,4-difluorocyclohexyl)methyl]Imidazo[1,2-b]Pyridazine